((R)-2-((S)-2-((S)-3-(1-((2'-(1H-tetrazol-5-yl)-[1,1'-biphenyl]-4-yl)methyl)-1H-imidazol-4-yl)-2-aminopropanamido)-6-octanamidohexanamido)-3-(p-tolyl)propanoyl)-L-tyrosine N1N=NN=C1C1=C(C=CC=C1)C1=CC=C(C=C1)CN1C=NC(=C1)C[C@@H](C(=O)N[C@H](C(=O)N[C@@H](C(=O)N[C@@H](CC1=CC=C(C=C1)O)C(=O)O)CC1=CC=C(C=C1)C)CCCCNC(CCCCCCC)=O)N